bis(2-hydroxyethoxy)bis(2,3-dihydroxypropoxy)titanium OCCO[Ti](OCC(CO)O)(OCC(CO)O)OCCO